(Z)-4-((5-fluoro-2-methyl-3-(2-oxo-2-((pyridin-3-ylmethyl)amino)ethyl)-1H-inden-1-ylidene)methyl)-2,6-dimethoxyphenyl (2-(dimethylamino)ethyl)carbamate CN(CCNC(OC1=C(C=C(C=C1OC)\C=C/1\C(=C(C2=CC(=CC=C12)F)CC(NCC=1C=NC=CC1)=O)C)OC)=O)C